(E)-3-(7-benzoyl-5-hydroxy-5-phenyl-2,3-dihydro-1H-pyrrolo[1,2-a]imidazole-6(5H)-ylidene)-6-chlorochroman C(C1=CC=CC=C1)(=O)C=1/C(/C(N2C1NCC2)(C2=CC=CC=C2)O)=C/2\COC1=CC=C(C=C1C2)Cl